N-(9-((2R,3S,4R,5R)-5-((Bis(4-methoxyphenyl)(phenyl)methoxy)methyl)-4-fluoro-3-hydroxytetrahydrofuran-2-yl)-6-oxo-6,9-dihydro-1H-purin-2-yl)isobutyramide COC1=CC=C(C=C1)C(OC[C@@H]1[C@@H]([C@H]([C@@H](O1)N1C=2N=C(NC(C2N=C1)=O)NC(C(C)C)=O)O)F)(C1=CC=CC=C1)C1=CC=C(C=C1)OC